5-bromo-N2-(2-methoxy-4-(4-(4-methylpiperazin-1-yl)piperidin-1-yl)phenyl)-N4-(1-(methylsulfonyl)indolin-7-yl)pyrimidine-2,4-diamine BrC=1C(=NC(=NC1)NC1=C(C=C(C=C1)N1CCC(CC1)N1CCN(CC1)C)OC)NC=1C=CC=C2CCN(C12)S(=O)(=O)C